C1(=CC=C(C=C1)C=CC(=O)N)C 3-(p-tolyl)acrylamide